5-(4-((2-butyramidopyridin-4-yl)methyl)piperazin-1-yl)-6-chloro-N-methylpicolinamide C(CCC)(=O)NC1=NC=CC(=C1)CN1CCN(CC1)C=1C=CC(=NC1Cl)C(=O)NC